6-Cyclopropyl-3-((3-(3,6-dihydro-2H-pyran-4-yl)-2-(2,2,2-trifluoroethoxy)phenyl)amino)pyrazine-2-carboxylic acid C1(CC1)C1=CN=C(C(=N1)C(=O)O)NC1=C(C(=CC=C1)C=1CCOCC1)OCC(F)(F)F